N1(CCOCC1)CCOC1=CC=C(C=C1)C=1C=CC=C2C(=NC(=NC12)NC1=CC=C(C=C1)N1CCOCC1)N 8-(4-(2-Morpholinylethoxy)phenyl)-N2-(4-Morpholinylphenyl)quinazoline-2,4-diamine